tert-butyl 4-((tert-butoxycarbonyl)amino)-2,6-dichloro-5-fluoronicotinate C(C)(C)(C)OC(=O)NC1=C(C(=NC(=C1C(=O)OC(C)(C)C)Cl)Cl)F